N(=[N+]=[N-])CCOCCOCCOCCOCCOCCNC(=O)CC[C@@H](C(=O)O)NC(=O)CCCCCCCCCCCCCCCCC(=O)O 17-{[(1S)-3-[(17-azido-3,6,9,12,15-pentaoxaheptadecan-1-yl)carbamoyl]-1-carboxypropyl]carbamoyl}heptadecanoic acid